(2S,5R)-N-{[(2R,4R)-4-Aminomethyl-pyrrolidin-2-yl]methyloxy}-7-oxo-6-(sulfooxy)-1,6-diazabicyclo[3.2.1]octan-2-carboxamid Trifluoroacetat FC(C(=O)O)(F)F.NC[C@H]1C[C@@H](NC1)CONC(=O)[C@H]1N2C(N([C@H](CC1)C2)OS(=O)(=O)O)=O